pyrazino[1,2-a]pyrimidine-4,7(6H)-dione N1=C2N(C(C=C1)=O)CC(N=C2)=O